N-methyl-azepine CN1C=CC=CC=C1